N-(1-cyanocyclopropyl)-4-(4-methylpiperazin-1-yl)-9H-pyrido[2,3-b]indole-7-sulfonamide C(#N)C1(CC1)NS(=O)(=O)C1=CC=C2C3=C(NC2=C1)N=CC=C3N3CCN(CC3)C